N-(5-Cyano-1-methyl-1H-pyrazol-4-yl)-2-[4-(3-methyl-1H-pyrazol-5-yl)benzoyl]cyclohexanecarboxamide C(#N)C1=C(C=NN1C)NC(=O)C1C(CCCC1)C(C1=CC=C(C=C1)C1=CC(=NN1)C)=O